FC(C=1C=C(C=C(C1)C(F)(F)F)[C@@H]1[C@@H](N(C(O1)=O)C(=O)NCC1=C(C(=CC=C1)OC)OC)CO)(F)F (4S,5R)-5-[3,5-bis(trifluoromethyl)phenyl]-N-(2,3-dimethoxybenzyl)-4-(hydroxymethyl)-2-oxo-1,3-oxazolidine-3-carboxamide